8-methyl-1-[2-methyl-3-(1-methyl-1H-pyrazol-4-yl)benzenesulfonyl]-1,2,3,4-tetrahydroquinoxaline CC=1C=CC=C2NCCN(C12)S(=O)(=O)C1=C(C(=CC=C1)C=1C=NN(C1)C)C